C(C)(C)C1=CN(C(C2=CC=CC=C12)=O)[C@H]1[C@H](CCC1)C |o1:14,15| 4-isopropyl-2-((1R*,2S*)-2-methylcyclopentyl)isoquinolin-1(2H)-one